Cl.C(CCC)N(C=1C2=C(N=C(N1)C)N(C(=C2C)C)C2=C(C=C(C=C2C)C)C)CC n-butyl-N-ethyl-2,5,6-trimethyl-7-(2,4,6-trimethylphenyl)-7H-pyrrolo[2,3-d]pyrimidin-4-amine hydrochloride